NC=1N=C(SC1C(C1=CC=C(C=C1)OCC(=O)NCC1=CC=C(C=C1)Cl)=O)N(C1=CC=C(C=C1)F)C(C(=O)N)C (N-[4-amino-5-[4-[2-[(4-chlorophenyl)methylamino]-2-oxo-ethoxy]benzoyl]thiazol-2-yl]-4-fluoro-anilino)propanamide